3-(5-((2-(3-(6-methoxypyridin-3-yl)azetidin-1-yl)cyclohexyl)oxy)-1-oxoisoindolin-2-yl)piperidine-2,6-dione COC1=CC=C(C=N1)C1CN(C1)C1C(CCCC1)OC=1C=C2CN(C(C2=CC1)=O)C1C(NC(CC1)=O)=O